(2S)-2-[(4aR,7aS)-4-(tert-butoxycarbonyl)-hexahydropyrrolo[3,4-b][1,4]oxazine-6-carbonyl(methyl)amino]-3-methylbutanoic acid C(C)(C)(C)OC(=O)N1[C@H]2[C@@H](OCC1)CN(C2)C(=O)N([C@H](C(=O)O)C(C)C)C